5,7-dichloro-2-Boc-1,2,3,4-tetrahydroisoquinoline-6-carboxylic acid ClC1=C2CCN(CC2=CC(=C1C(=O)O)Cl)C(=O)OC(C)(C)C